8-[8-(ethoxycarbonyl)-8-azabicyclo[3.2.1]oct-3-yl]-3-oxo-2,8-diazaspiro[4.5]decan-2-ol C(C)OC(=O)N1C2CC(CC1CC2)N2CCC1(CC(N(C1)O)=O)CC2